C(C)(C)(C)OC(=O)N[C@H](C(=O)OC)[C@H](C)O[Si](C)(C)C(C)(C)C methyl (2S,3S)-2-[(tert-butoxycarbonyl)amino]-3-[(tert-butyldimethylsilyl)oxy]butanoate